COC=1C=C(C=C(C1OCC(=C)C)OC)CCN 2-[3,5-dimethoxy-4-(2-methylprop-2-enoxy)phenyl]ethanamine